BrC1=C(C(=C(C=C1)CBr)Cl)OC 1-bromo-4-(bromomethyl)-3-chloro-2-methoxybenzene